2-((6-(2-(3-(azetidine-1-carbonyl)azetidin-1-yl)pyrimidin-5-yl)-2-ethylimidazo[1,2-a]pyridin-3-yl)(methyl)amino)-4-(4-fluorophenyl)thiazole-5-carbonitrile N1(CCC1)C(=O)C1CN(C1)C1=NC=C(C=N1)C=1C=CC=2N(C1)C(=C(N2)CC)N(C=2SC(=C(N2)C2=CC=C(C=C2)F)C#N)C